C1(CCCC1)N1C(=CC2=C1N=C(N=C2)NC2=NC=C(C=C2)N2CCC(CC2)N2CCNCC2)C(=O)N(C)C 7-cyclopentyl-N,N-dimethyl-2-[[5-(4-piperazin-1-yl-1-piperidinyl)-2-pyridinyl]amino]pyrrolo[2,3-d]pyrimidine-6-carboxamide